CN1CCC(CC1)NC(=O)C=1C=C2C(=NC1)NC=C2C2=CC=C1C(CC3(CCNCC3)C1=C2)=O N-(1-methylpiperidin-4-yl)-3-(3-oxo-2,3-dihydrospiro[indene-1,4'-piperidin]-6-yl)-1H-pyrrolo[2,3-b]pyridine-5-carboxamide